3-(aziridin-1-yl)-3-(4-hydroxyphenyl)-7-(trifluoromethyl)indolin-2-one N1(CC1)C1(C(NC2=C(C=CC=C12)C(F)(F)F)=O)C1=CC=C(C=C1)O